C1(=CC=CC=C1)C(CN(CC)CC)(OC1=CC=CC=C1)C=CC1=CC=CC=C1 phenylstyryl-(phenoxy)triethylamine